5,6,7,8-tetrahydroisoquinoline-3-carbonitrile C1=NC(=CC=2CCCCC12)C#N